5-[(1R)-1-[5-(3-Chlorophenyl)-3-isoxazolylethoxy]-4-methyl-4H-1,2,4-triazol-3-yl]pyridin ClC=1C=C(C=CC1)C1=CC(=NO1)CCON1N=C(N(C1)C)C=1C=CC=NC1